p-hydroxyfluorobenzene C1=CC(=CC=C1O)F